tert-butyl (((2S,3R,4R)-3-((benzyloxy)methyl)-4-(6-carbamoyl-2-fluoro-3-methoxyphenyl)-5-chloro-6-fluoro-2-phenyl-2,3-dihydrobenzofuran-2-yl)methyl)(methyl)carbamate C(C1=CC=CC=C1)OC[C@@H]1[C@](OC2=C1C(=C(C(=C2)F)Cl)C2=C(C(=CC=C2C(N)=O)OC)F)(C2=CC=CC=C2)CN(C(OC(C)(C)C)=O)C